4-Bromo-2-fluoro-1-methyl-benzene BrC1=CC(=C(C=C1)C)F